2-(4-((4-Ethoxy-3-(5-methyl-4-oxo-7-propyl-4,5-dihydro-3H-pyrrolo[3,2-d]pyrimidin-2-yl)phenyl)sulfonyl)piperazin-1-yl)ethylnitrat C(C)OC1=C(C=C(C=C1)S(=O)(=O)N1CCN(CC1)CCO[N+](=O)[O-])C=1NC(C2=C(N1)C(=CN2C)CCC)=O